6-(6-(1-methylcyclopropyl)imidazo[1,2-a]pyrazin-3-yl)-N-((2S,4S)-2-methylpiperidin-4-yl)pyridin-2-amine CC1(CC1)C=1N=CC=2N(C1)C(=CN2)C2=CC=CC(=N2)N[C@@H]2C[C@@H](NCC2)C